CN(C1CCN(CC1)C1=CC=C(C=2N=CC(=NC12)C)C(=O)NC=1C=C(C=2N(C1)C=C(N2)C)F)C 8-[4-(dimethylamino)piperidin-1-yl]-N-{8-fluoro-2-methylimidazo[1,2-a]pyridin-6-yl}-2-methylquinoxaline-5-carboxamide